(3S)-5-(3,3-difluoropiperidin-1-yl)-3-{[5-(2-fluoro-6-methoxyphenyl)-1-(1,3-thiazol-2-yl)-1H-pyrazol-3-yl]formamido}pentanoic acid FC1(CN(CCC1)CC[C@@H](CC(=O)O)NC(=O)C1=NN(C(=C1)C1=C(C=CC=C1OC)F)C=1SC=CN1)F